6-(5-(1-(2,2-dimethyltetrahydro-2H-pyran-4-yl)piperidin-4-yl)-3-isopropyl-1H-indol-2-yl)-7,8-dimethyl-[1,2,4]triazolo[4,3-a]pyridine CC1(OCCC(C1)N1CCC(CC1)C=1C=C2C(=C(NC2=CC1)C=1C(=C(C=2N(C1)C=NN2)C)C)C(C)C)C